Cl.Cl.C(OC1=CC(=NC=N1)C=1C=CC(=C(C1)O)C1=CN=C(N=N1)N1C[C@@H](NCC1)C(C)C)([2H])([2H])[2H] 5-{6-[(2H3)methyloxy]pyrimidin-4-yl}-2-{3-[(3S)-3-(propan-2-yl)piperazin-1-yl]-1,2,4-triazin-6-yl}phenol dihydrochloride